C(C(O)CC(=O)OC(CCCCCCC)CC)(=O)OC(\C=C\C1=CC=C(C=C1)O)=O coumaroyl ethyloctyl malate